C(C(=C)C)(=O)OC(CC)[Si](O[SiH](C)C)(C)C 1-methacryloxypropyl-1,1,3,3-tetramethyldisiloxane